C(C)(=O)[C@@H]1CN(CC1)C1=C(C=C(C=C1)[S@@](=O)(=N)CC)C=1N(C2=CC=CC=C2C1)C(=O)OC(C)(C)C tert-butyl 2-(2-((S)-3-acetylpyrrolidin-1-yl)-5-((R)-ethylsulfonimidoyl)phenyl)-1H-indole-1-carboxylate